O=C1NC(CCC1N1C(C2=CC=C(C(=C2C1=O)F)NC(OC1=CC=CC=C1)=O)=O)=O phenyl (2-(2,6-dioxopiperidin-3-yl)-4-fluoro-1,3-dioxoisoindolin-5-yl)carbamate